2-((3-chlorophenyl)(methyl)amino)propanamide ClC=1C=C(C=CC1)N(C(C(=O)N)C)C